L-Lysin Monohydrochlorid Cl.N[C@@H](CCCCN)C(=O)O